C(#N)C=1C=CC(=C(C1)C1=CC(=C(N1C)C)C(=O)NC1=CC=C(C=C1)O)C(=O)N1CC2=CC=CC=C2CC1CN1CCOCC1 5-(5-Cyano-2-[3-(morpholinomethyl)-3,4-dihydro-2(1H)-isoquinolinyl]carbonylphenyl)-N3-(4-hydroxyphenyl)-1,2-dimethyl-1H-pyrrole-3-carboxamide